C(C)(C)(C)OC(NC=1SC(=CC1Br)Br)=O (3,5-Dibromothiophen-2-yl)carbamic acid tert-butyl ester